C(C)(C)(C)OC(=O)N1CC(C1)C1CNC1.C1(CC1)N1CC(C1)C1CNC1 1-cyclopropyl-3,3'-biazetidine tert-Butyl-[3,3'-biazetidine]-1-carboxylate